2-(7-bromothianthren-2-yl)-4-(naphthalene-1-yl)-6-phenyl-1,3,5-triazine BrC=1C=C2SC=3C=CC(=CC3SC2=CC1)C1=NC(=NC(=N1)C1=CC=CC2=CC=CC=C12)C1=CC=CC=C1